BrC1=CC=C(C=C1)C(CO[Si](C)(C)C(C)(C)C)N 1-(4-bromophenyl)-2-(t-butyldimethylsilyloxy)ethylamine